[N-]=C=O.[N-]=C=O.C1(=CC=CC=C1)C Toluol diisocyanat